OC1=C(C(=CC(=C1)C(F)(F)F)C)C1=NC=2N(C=C1)N=C(N2)N[C@@H]2C[C@@H](CNC2)O (3S,5R)-5-((5-(2-hydroxy-6-methyl-4-(trifluoromethyl)phenyl)-[1,2,4]triazolo[1,5-a]pyrimidin-2-yl)amino)piperidin-3-ol